OC1=C(C=CC(=C1)O)\C(\C)=N/S(=O)C(C)(C)C N-[(1Z)-1-(2,4-dihydroxyphenyl)ethylidene]-2-methylpropane-2-sulfinamide